1-(2-methylthiazol-5-yl)-1H-pyrrole CC=1SC(=CN1)N1C=CC=C1